COC(C(F)(F)F)=C(C(C(F)(F)F)(F)F)F 2-methoxyperfluoro-2-pentene